COC=1C=C(CN2C=NC3=C2C=CC(=C3)N3CCC(CC3)C(C)(C)N)C=CC1OCC=1C=NC(=CC1)OC 2-(1-(1-(3-Methoxy-4-((6-methoxypyridin-3-yl)methoxy)benzyl)-1H-benzo[d]imidazol-5-yl)piperidin-4-yl)propan-2-amine